OC(CNC(NC1=NC=C(C=C1)C=1C=NC(=NC1)OC)=O)(C)C 3-(2-hydroxy-2-methylpropyl)-1-(5-(2-methoxypyrimidin-5-yl)pyridin-2-yl)urea